Bis(isocyanatomethyl)-4-methylbenzene N(=C=O)CC1=C(C=CC(=C1)C)CN=C=O